N-(4-Amino-1H-pyrazolo[4,3-c]pyridin-7-yl)-2-oxo-2-[rac-(2S,5R)-2-cyclopentyl-5-methyl-1-piperidyl]acetamide NC1=NC=C(C2=C1C=NN2)NC(C(N2[C@@H](CC[C@H](C2)C)C2CCCC2)=O)=O |r|